5-hydroxy-3-(1-isopropyl-3-(trifluoromethyl)-1H-pyrazol-4-yl)-7-oxabicyclo[2.2.1]heptane-2-carboxamide OC1C2C(C(C(C1)O2)C(=O)N)C=2C(=NN(C2)C(C)C)C(F)(F)F